N4-(3-chloro-2-fluoro-phenyl)-7-[2-[(1S,5R)-3-methyl-3-azabicyclo[3.1.0]hexan-1-yl]ethynyl]quinazoline-4,6-diamine ClC=1C(=C(C=CC1)NC1=NC=NC2=CC(=C(C=C12)N)C#C[C@]12CN(C[C@@H]2C1)C)F